CNC(C(CCC(C(=O)N)NC(=O)C1CC2=CC=CC=C2CC1)=O)=O N6-methyl-5-oxo-2-(1,2,3,4-tetrahydronaphthalin-2-carboxamido)hexandiamid